ClC1=C(C(=O)NCC)C=C(C=C1)C=1C=NN(C1)C=1N(N=C(C1C(F)(F)F)OC(C(C(F)(F)F)F)(F)F)C 2-chloro-N-ethyl-5-[1-[5-(1,1,2,3,3,3-hexafluoropropoxy)-2-methyl-4-(trifluoromethyl)pyrazol-3-yl]pyrazol-4-yl]benzamide